3-[(1-benzyl-3-hydroxy-2-oxo-1,2-dihydropyridin-4-yl)methylamino]azepan-2-one C(C1=CC=CC=C1)N1C(C(=C(C=C1)CNC1C(NCCCC1)=O)O)=O